N1CCNCCNCC1.[Cu+2] copper (II) 1,4,7-triazacyclononane